(5-(3-((1-tosyl-1H-indol-5-yl)oxy)phenyl)-4H-1,2,4-triazol-3-yl)methanol S(=O)(=O)(C1=CC=C(C)C=C1)N1C=CC2=CC(=CC=C12)OC=1C=C(C=CC1)C=1NC(=NN1)CO